N(=[N+]=[N-])C1=C(C(=C(C(=O)O)C(=C1F)F)F)F 4-azido-perfluorobenzoic acid